2-tertiary amyl-tetrahydroanthraquinone C(C)(C)(CC)C1CC=2C(C3=CC=CC=C3C(C2CC1)=O)=O